3-(5-hydroxy-6-methylpyrazin-2-yl)-1H-indole-7-carbonitrile OC=1N=CC(=NC1C)C1=CNC2=C(C=CC=C12)C#N